1-(2-ethyl-4-fluoro-phenyl)-3-(6-methoxy-2-methylpyridin-3-yl)-7-(trifluoromethyl)-2,3-dihydropyrido[4,3-d]pyrimidin-4(1H)-one C(C)C1=C(C=CC(=C1)F)N1CN(C(C2=C1C=C(N=C2)C(F)(F)F)=O)C=2C(=NC(=CC2)OC)C